C1CNCCC12CCCCCC2 3-azaspiro[5.6]dodecane